2-[(3-exo)-8-azabicyclo[3.2.1]oct-3-yl(methyl)amino]-4-fluoro-1,3-benzothiazol C12CC(CC(CC1)N2)N(C=2SC1=C(N2)C(=CC=C1)F)C